6-{[(1R)-1-(4-Chlorophenyl)-7-fluoro-1-[(3-hydroxycyclobutyl)methoxy]-5-(2-hydroxypropan-2-yl)-3-oxo-2,3-dihydro-1H-isoindol-2-yl]methyl}pyridin-3-carbonitril ClC1=CC=C(C=C1)[C@@]1(N(C(C2=CC(=CC(=C12)F)C(C)(C)O)=O)CC1=CC=C(C=N1)C#N)OCC1CC(C1)O